1,1-Dioxo-1,2,3,6-tetrahydro-2H-thiopyran-4-yl-boronic acid pinacol ester B1(OC(C(O1)(C)C)(C)C)C2=CCS(=O)(=O)CC2